[Br-].BrCCCC[N+](CCCC)(CCCC)C (4-bromobutyl)-methyldi-n-butylammonium bromide